1-(4-methylphenyl)-2-thiocyano-1-ethanol CC1=CC=C(C=C1)C(CSC#N)O